C(C1=CC=CC=C1)OC(N[C@@H]1[C@H](NC([C@H]1C)=O)C1=NN(C=C1)C)=O |r| (rac-(2S,3S,4S)-4-methyl-2-(1-methyl-1H-pyrazol-3-yl)-5-oxopyrrolidin-3-yl)carbamic acid benzyl ester